P-bromostyrene C=CC1=CC=C(C=C1)Br